(S)-5-chloro-N-(8,9-difluoro-6-oxo-1,4,5,6-tetrahydro-2H-pyrano[3,4-c]isoquinolin-1-yl)-N-methyl-6-oxo-1,6-dihydropyridine-2-carboxamide ClC1=CC=C(NC1=O)C(=O)N(C)[C@@H]1COCC=2NC(C=3C=C(C(=CC3C21)F)F)=O